N4,N4'-bis(4-(9-phenyl-9H-carbazol-3-yl)phenyl)-[1,1'-biphenyl]-4,4'-diamine C1(=CC=CC=C1)N1C2=CC=CC=C2C=2C=C(C=CC12)C1=CC=C(C=C1)NC1=CC=C(C=C1)C1=CC=C(C=C1)NC1=CC=C(C=C1)C=1C=CC=2N(C3=CC=CC=C3C2C1)C1=CC=CC=C1